4,4-bis(4'-hydroxy-3'-methyl-6'-tert-butyl-phenyl)-pentanoic acid OC1=C(C=C(C(=C1)C(C)(C)C)C(CCC(=O)O)(C)C1=CC(=C(C=C1C(C)(C)C)O)C)C